CC=1SC(=CN1)CO (2-methyl-1,3-thiazol-5-yl)methanol